[NH4+].N1(CCCC1)NC(=S)[S-] pyrrolidinedithiocarbamate ammonium salt